ClC1=CC=C(OC2=C(C=C(C=C2F)S(=O)(=O)N2C3(CN(CC2CC3)C(=O)OCCN3CCN(CC3)C)C(=O)OCC)F)C=C1 1-ethyl 3-(2-(4-methylpiperazin-1-yl)ethyl) 8-((4-(4-chlorophenoxy)-3,5-difluorophenyl)sulfonyl)-3,8-diazabicyclo[3.2.1]octane-1,3-dicarboxylate